C(#N)[C@H](C)NC(C1=CC=C(C=C1)C1=NC(=NC=C1C)NC=1C=NN(C1)CCC#N)=O (S)-N-(1-cyanoethyl)-4-(2-((1-(2-cyanoethyl)-1H-pyrazol-4-yl)amino)-5-methylpyrimidin-4-yl)benzamide